Butane-1,4-diyl bis(2-methylacrylate) CC(C(=O)OCCCCOC(C(=C)C)=O)=C